N-(3-methoxy-4-{[3-(4-{[(1S,4S)-4-{2-oxa-6-azaspiro[3.3]heptan-6-yl}cyclohexyl]amino}-1-(2,2,2-trifluoroethyl)-1H-indol-2-yl)prop-2-yn-1-yl]amino}benzene-sulfonyl)acetamide COC=1C=C(C=CC1NCC#CC=1N(C2=CC=CC(=C2C1)NC1CCC(CC1)N1CC2(COC2)C1)CC(F)(F)F)S(=O)(=O)NC(C)=O